5-((2R,4S)-2-(2,5-difluorophenyl)-4-fluoropyrrolidin-1-yl)-N-(4-(piperidin-4-yl)phenyl)pyrazolo[1,5-a]pyrimidine-3-carboxamide FC1=C(C=C(C=C1)F)[C@@H]1N(C[C@H](C1)F)C1=NC=2N(C=C1)N=CC2C(=O)NC2=CC=C(C=C2)C2CCNCC2